C(C1=CC=CC=C1)OC=1C=C(C=CC1OCC1=CC=CC=C1)C=1OC2=CC(=C(C=C2C(C1)=O)OC)OC 2-(3,4-bis(benzyloxy)phenyl)-6,7-dimethoxy-4H-chromen-4-one